4-(2-Amino-2-methylpropanoyl)-N-(1-(2-(((trans-3-aminocyclobutyl)methyl)amino)-2,3-dihydro-1H-inden-5-yl)-2-oxo-1,2-dihydropyrimidin-4-yl)piperazine-1-carboxamide hydrochloride salt Cl.NC(C(=O)N1CCN(CC1)C(=O)NC1=NC(N(C=C1)C=1C=C2CC(CC2=CC1)NC[C@@H]1C[C@H](C1)N)=O)(C)C